ClC=1C(=NC2=CC=C(C=C2N1)C)NCC1=CC=C(C=C1)Cl 3-chloro-N-(4-chlorobenzyl)-6-methylquinoxaline-2-amine